tert-butyl (3-ethyl-2-iodo-1H-indol-6-yl)methyl(tetrahydro-2H-pyran-4-yl)carbamate C(C)C1=C(NC2=CC(=CC=C12)CN(C(OC(C)(C)C)=O)C1CCOCC1)I